Octadecyl heptadecanoate C(CCCCCCCCCCCCCCCC)(=O)OCCCCCCCCCCCCCCCCCC